OCC[NH2+]CC=1C=NC=CC1 2-Hydroxy-N-(3-pyridinyl-methyl)ethanaminium